BrC=1C(NC2=CC(=CC=C2C1)F)=O 3-bromo-7-fluoro-1H-quinolin-2-one